C(CCC)O[Ta] butoxytantalum